Tert-Butyl N-(2-bromo-5-methyl-1,3-thiazol-4-yl)carbamate BrC=1SC(=C(N1)NC(OC(C)(C)C)=O)C